1-(4'-Cyclopropyl-5,6'-dimethoxy-[2,5'-bipyrimidin]-4-yl)-1-(4-(1-methyl-4-(trifluoromethyl)-1H-imidazol-2-yl)phenyl)propan-1-ol C1(CC1)C1=NC=NC(=C1C1=NC=C(C(=N1)C(CC)(O)C1=CC=C(C=C1)C=1N(C=C(N1)C(F)(F)F)C)OC)OC